2-((2-((4-(4-((4-(2,6-dioxopiperidin-3-yl)-3-fluorobenzyl)(methyl)amino)piperidin-1-yl)-2-methoxyphenyl)amino)-5-(trifluoromethyl)pyridin-4-yl)amino)-N-methylbenzamide O=C1NC(CCC1C1=C(C=C(CN(C2CCN(CC2)C2=CC(=C(C=C2)NC2=NC=C(C(=C2)NC2=C(C(=O)NC)C=CC=C2)C(F)(F)F)OC)C)C=C1)F)=O